C1(=CC=CC=C1)C=1C=C2C(=NC1)NC(=N2)C2CN(CCC2)C#N 3-(6-phenyl-3H-imidazo[4,5-b]pyridin-2-yl)piperidine-1-carbonitrile